Tert-butyl 2-ethyl-4-[5-(2-methylsulfonylpyrimidin-4-yl)-2-pyridyl]piperazine-1-carboxylate C(C)C1N(CCN(C1)C1=NC=C(C=C1)C1=NC(=NC=C1)S(=O)(=O)C)C(=O)OC(C)(C)C